1,2,4-benzenetrishydrazide C=1(C(=CC(=CC1)C(=O)NN)C(=O)NN)C(=O)NN